C1(CC1)N1N=NN=C1SC1=C(C(=O)NC2=CC=C(C=C2)C(F)(F)F)C=C(C=C1)[N+](=O)[O-] 2-[(1-cyclopropyl-1H-tetrazol-5-yl)sulfanyl]-5-nitro-N-[4-(trifluoromethyl)phenyl]benzamide